C(C)(=O)NNC(CO[C@@H]1C[C@@H](N(CC1)C(=O)OC(C)(C)C)C)=O tert-butyl (2S,4S)-4-[2-(2-acetylhydrazino)-2-oxo-ethoxy]-2-methyl-piperidine-1-carboxylate